octadecyl-cyclotrisiloxane C(CCCCCCCCCCCCCCCCC)[SiH]1O[SiH2]O[SiH2]O1